1-((3s,5r)-1-propenoyl-5-(methoxymethyl)pyrrolidin-3-yl)-3-((2-ethyl-2H-indazol-5-yl)ethynyl)-5-(methylamino)-1H-pyrazole-4-carboxamide C(C=C)(=O)N1C[C@H](C[C@@H]1COC)N1N=C(C(=C1NC)C(=O)N)C#CC1=CC2=CN(N=C2C=C1)CC